1-{2-[3-(prop-1-en-2-yl)phenyl]propan-2-yl}-3-quinolin-3-ylurea C=C(C)C=1C=C(C=CC1)C(C)(C)NC(=O)NC=1C=NC2=CC=CC=C2C1